C1(CC1)C1=NN(C(=C1C(F)(F)F)C(=O)NC1=CC(=NC=C1)S(=O)(=N)C)CC1C(C12CC2)(F)F 3-cyclopropyl-1-((2,2-difluorospiro[2.2]pentan-1-yl)methyl)-N-(2-(S-methylsulfonimidoyl)pyridin-4-yl)-4-(trifluoromethyl)-1H-pyrazole-5-carboxamide